acetylacetone methacrylate C(C(=C)C)(=O)O.C(C)(=O)CC(C)=O